Ethyl 5-{[4-(2-fluoro-phenyl)-piperazine-1-carbonyl]-amino}-[1,2,3]thiadiazole-4-carboxylate FC1=C(C=CC=C1)N1CCN(CC1)C(=O)NC1=C(N=NS1)C(=O)OCC